1-(3'-ethoxy-2-methoxy-[1,1'-biphenyl]-4-yl)ethan-1-one C(C)OC=1C=C(C=CC1)C1=C(C=C(C=C1)C(C)=O)OC